2-[(1r,3r)-3-{3-[6-formyl-1-oxo-4-(trifluoromethyl)-3H-isoindol-2-yl]phenyl}-3-[(4-methyl-1,2,4-triazol-3-yl)methyl]cyclobutyl]acetonitrile C(=O)C1=CC(=C2CN(C(C2=C1)=O)C=1C=C(C=CC1)C1(CC(C1)CC#N)CC1=NN=CN1C)C(F)(F)F